BrC1=NN(C(=N1)OC1=CC(=C(C=C1)F)F)CC(F)(F)F 3-bromo-5-(3,4-difluorophenoxy)-1-(2,2,2-trifluoroethyl)-1H-1,2,4-triazole